OCCCCCNC1=C2CN(C(C2=CC=C1)=O)C1C(NC(CC1)=O)=O 3-(4-((5-hydroxypentyl)amino)-1-oxoisoindolin-2-yl)piperidine-2,6-dione